imidazo[1,2-a]pyridine-3-acetic acid N=1C=C(N2C1C=CC=C2)CC(=O)O